CC1(CC(C(CO1)C(=O)OC)=O)C methyl tetrahydro-6,6-dimethyl-4-oxo-2H-pyran-3-carboxylate